CS(=O)(=O)[O-].[Mn+3].CS(=O)(=O)[O-].CS(=O)(=O)[O-] manganese(III) methanesulfonate